C(C)OC(=O)C1(CCC1)C(=O)C=1C=C(C=C2C1N=C(S2)Cl)OC 1-(2-chloro-6-methoxybenzo[d]thiazole-4-carbonyl)cyclobutane-1-carboxylic acid ethyl ester